N-(5-(4-cyanophenyl)-1,3,4-selenadiazol-2-yl)-4-(5-chloro-2-methoxyphenyl)-6-methylnicotinamide C(#N)C1=CC=C(C=C1)C1=NN=C([Se]1)NC(C1=CN=C(C=C1C1=C(C=CC(=C1)Cl)OC)C)=O